N-[1-(5-{2-[(3,3-difluoroazetidin-1-yl)methyl]phenyl}thiophen-2-yl)ethyl]-6,7-dimethoxy-2-methylquinazolin-4-amine FC1(CN(C1)CC1=C(C=CC=C1)C1=CC=C(S1)C(C)NC1=NC(=NC2=CC(=C(C=C12)OC)OC)C)F